7-[[5-(4-methylpiperazin-1-yl)-2-pyridyl]amino]-4-(1-methylpyrrolo[2,3-b]pyridin-4-yl)-2,3-dihydropyrrolo[3,4-c]pyridin-1-one CN1CCN(CC1)C=1C=CC(=NC1)NC=1C2=C(C(=NC1)C1=C3C(=NC=C1)N(C=C3)C)CNC2=O